ClC=1N=C(C2=C(N1)C(=C(N=C2)C2=CC=CC1=CC=CC(=C21)F)F)N2CC1CCC(C2)N1C(=O)OCCCC butyl 3-(2-chloro-8-fluoro-7-(8-fluoronaphthalen-1-yl)pyrido[4,3-d]pyrimidin-4-yl)-3,8-diazabicyclo[3.2.1]octane-8-carboxylate